4-(3-bromo-2-fluoro-phenyl)-2-hydroxyimino-3-oxo-butanoic acid methyl ester COC(C(C(CC1=C(C(=CC=C1)Br)F)=O)=NO)=O